(3R)-N-{6,7-dimethoxy-1H,2H,3H-cyclopenta[b]quinolin-9-yl}-1-propylpiperidin-3-amine COC=1C(=CC=2C(=C3C(=NC2C1)CCC3)N[C@H]3CN(CCC3)CCC)OC